BrCCC=CCCCCCCCC(=O)[O-] 10-bromodec-7-en-1-ylacetate